N=1SN=C2C1C=CC=C2 2,1,3-benzothiadiazol